ClC1=C(C=CC(=C1)C(=O)OC)C1=CC2(CC(C2)(F)F)CCN1C(=O)OC(C)(C)C tert-butyl 6-[2-chloro-4-(methoxycarbonyl)phenyl]-2,2-difluoro-7-azaspiro[3.5]non-5-ene-7-carboxylate